C1(CC1)S(=O)(=O)N1CCC(CC1)NC1=NC2=C(C=C(C=C2C=N1)C(F)F)N1CC2(C1)CNCC2 N-(1-(cyclopropylsulfonyl)piperidin-4-yl)-6-(difluoromethyl)-8-(2,6-diazaspiro[3.4]oct-2-yl)quinazolin-2-amine